ethyl-2-(6-acetamido-1H-pyrazolo[4,3-c]pyridin-1-yl)-5-methylthiazole C(C)C=1N=C(SC1C)N1N=CC=2C=NC(=CC21)NC(C)=O